C(C)(=O)N1CCN(CC1)C=1C=CC=2N(C1)C(=CN2)C(=O)NC2=C(C(=CC(=C2)C2=NOC(=N2)C2CC(C2)(F)F)F)C 6-(4-acetylpiperazin-1-yl)-N-(5-(5-(3,3-difluorocyclobutyl)-1,2,4-oxadiazol-3-yl)-3-fluoro-2-methylphenyl)imidazo[1,2-a]pyridine-3-carboxamide